Biphenyl-4-yl-hydrazine C1(=CC=C(C=C1)NN)C1=CC=CC=C1